(S)-5-(3,4-dimethylphenyl)dihydrofuran-2(3H)-one CC=1C=C(C=CC1C)[C@@H]1CCC(O1)=O